C(C=C)C=1C(=C(C=CC1)NC1=CC=CC=C1)CC=C diallyldiphenylamine